(Carboxyphenyl)hexafluoropropane C(=O)(O)C1=C(C=CC=C1)C(C(F)(F)F)C(F)(F)F